N-[3-(5-fluoropyrimidin-2-yl)-4-methylphenyl]-5-methyl-1,4-oxazepane-4-carboxamide FC=1C=NC(=NC1)C=1C=C(C=CC1C)NC(=O)N1CCOCCC1C